C1(CCCCC1)NC1=C(C=NC2=C(C=C(C=C12)N[C@H](C=1N=NN(C1)C1(CC1)C(F)(F)F)C=1C(=NC(=CC1)F)C)C#N)C#N (S)-4-(cyclohexylamino)-6-(((6-fluoro-2-methylpyridin-3-yl)(1-(1-(trifluoromethyl)cyclopropyl)-1H-1,2,3-triazol-4-yl)methyl)amino)quinoline-3,8-dicarbonitrile